CN1C2=C(NC1=O)NC(=O)N(C2=O)C 1,7-dimethylurate